C(C)(=O)O.OCC(O)CO glycerol, acetate salt